2-(1-((2r,3r)-3-(2,4-difluorophenyl)-3-hydroxy-4-(1H-1,2,4-triazol-1-yl)-2-butyl)piperidin-4-ylidene)-N'-(2-methylbenzylidene)acethydrazide FC1=C(C=CC(=C1)F)[C@]([C@@H](C)N1CCC(CC1)=CC(=O)NN=CC1=C(C=CC=C1)C)(CN1N=CN=C1)O